Bicyclo[1.1.1]pentane-1,3-dicarboxylic acid 1-(tert-butyl) 3-(1,3-dioxoisoindolin-2-yl) ester O=C1N(C(C2=CC=CC=C12)=O)OC(=O)C12CC(C1)(C2)C(=O)OC(C)(C)C